C(C)N1CCCC2=CC(=C(C=C12)O)C(=O)C1=C(C(=O)O)C=CC=C1 2-(1-ethyl-7-hydroxy-1,2,3,4-tetrahydroquinoline-6-carbonyl)benzoic acid